NC1=CC=C(C(=C1C(=O)C1=C(C=CC=C1F)F)Cl)Br (6-amino-3-bromo-2-chloro-phenyl)-(2,6-difluorophenyl)methanone